C(=O)C1CCC(CC1)N(C(OCC1=CC=C(C=C1)[N+](=O)[O-])=O)C 4-nitrobenzyl ((1s,4s)-4-formylcyclohexyl)(methyl)carbamate